C1(CC1)C=1C(=C2C(C(N(C2=C(C1)F)CC(=O)NCC(C(C(=O)O)C)C)=O)(C)C)F 4-(2-(5-cyclopropyl-4,7-difluoro-3,3-dimethyl-2-oxoindolin-1-yl)acetamido)-2,3-dimethylbutanoic acid